CSC1=NC=2N(C(N1)=O)N=CC2 2-(Methylthio)pyrazolo[1,5-a]-1,3,5-triazin-4(3H)-one